tert-butyl 4-((6-amino-8-bromo-2-butoxy-9H-purin-9-yl)methyl)benzylcarbamate NC1=C2N=C(N(C2=NC(=N1)OCCCC)CC1=CC=C(CNC(OC(C)(C)C)=O)C=C1)Br